O1C[C@@H](CC1)NC1=NC(=CC(=N1)C=1C=C(C#N)C=CC1)C=1N=NN(C1)CC1=NC(=CC=C1)COC m-{2-[(R)-tetrahydrofuran-3-ylamino]-6-(1-{[6-(methoxymethyl)-2-pyridinyl]methyl}-1H-1,2,3-triazol-4-yl)-4-pyrimidinyl}benzonitrile